N1C(=CC=C1)C1=CC=CC=C1 mono(azolyl)benzene